deoxymannopyranose C1[C@@H](O)[C@@H](O)[C@H](O)[C@H](O1)CO